2-(3-(3,3-difluoro-1-((4-methyl-4H-1,2,4-triazol-3-yl)methyl)cyclobutyl)phenyl)-5-fluoro-4-(trifluoromethyl)-6-vinylisoindolin-1-one FC1(CC(C1)(CC1=NN=CN1C)C=1C=C(C=CC1)N1C(C2=CC(=C(C(=C2C1)C(F)(F)F)F)C=C)=O)F